2-(3-Bromo-4-fluoro-phenoxy)-1-fluoro-4-methyl-3-methylsulfanyl-5-nitro-benzene BrC=1C=C(OC2=C(C=C(C(=C2SC)C)[N+](=O)[O-])F)C=CC1F